C1(CC1)N1N=CC(=C1)N1N=CC2=CC=C(C=C12)N=C(C1=CC=CC=C1)C1=CC=CC=C1 N-(1-(1-cyclopropyl-1H-pyrazol-4-yl)-1H-indazol-6-yl)-1,1-diphenylmethanimine